C1(NCC2(C3=CN=CC=C13)CC2)=O 2',3'-dihydro-1'H-spiro[cyclopropane-1,4'-[2,6]naphthyridin]-1'-one